4,4,5,5-tetramethyl-2-{3,5-bis(naphthalen-2-yl)phenyl}-1,3,2-dioxaborolane CC1(OB(OC1(C)C)C1=CC(=CC(=C1)C1=CC2=CC=CC=C2C=C1)C1=CC2=CC=CC=C2C=C1)C